nickel-cobalt carbon [C].[Co].[Ni]